NCCCC(CCNCC(CN1CCN(CC1)CC(CNCCC(CCCCC\C=C/CCCCCCCC)CCCN)O)O)CCCCC\C=C/CCCCCCCC 1,4-bis[(3-(3-aminopropyl)-oleylamino)-2-hydroxypropyl]piperazine